(difluoromethyl)-N-(2-((1r,4r)-4-formylcyclohexyl)-2H-pyrazolo[3,4-c]pyridin-5-yl)pyridinecarboxamide FC(F)C=1C(=NC=CC1)C(=O)NC1=CC=2C(C=N1)=NN(C2)C2CCC(CC2)C=O